C(C1=CC=CC=C1)N1CCN(C2=CC=CC=C12)C1=C(C=CC=C1)Cl 1-benzyl-4-(2-chlorophenyl)-1,2,3,4-tetrahydroquinoxaline